2-(5-oxo-4-azaspiro[2.4]heptan-4-yl)acetamide O=C1N(C2(CC2)CC1)CC(=O)N